2-(Benzyloxy)-4-methyl-6-propylnicotinaldehyde C(C1=CC=CC=C1)OC1=C(C=O)C(=CC(=N1)CCC)C